Ethyl 2-(3-chloro-4-isopropoxyphenyl)-2,2-difluoroacetate ClC=1C=C(C=CC1OC(C)C)C(C(=O)OCC)(F)F